(6S)-6-tert-butyl-N-[(1R)-3-(4-methoxypiperidin-1-ium-1-yl)-1-[4-(6-oxo-1H-pyridin-3-yl)phenyl]propyl]-5,6,7,8-tetrahydrothieno[2,3-b]quinoline-2-carboxamide C(C)(C)(C)[C@@H]1CC=2C=C3C(=NC2CC1)SC(=C3)C(=O)N[C@H](CC[NH+]3CCC(CC3)OC)C3=CC=C(C=C3)C3=CNC(C=C3)=O